(S)-2-(4-(6-((4-cyano-2-fluorobenzyl)oxy)-5-fluoropyridin-2-yl)-2-fluoro-5-methylbenzyl)-1-(4,4-dimethyltetrahydrofuran-3-yl)-1H-benzo[d]imidazole-6-carboxylic acid C(#N)C1=CC(=C(COC2=C(C=CC(=N2)C2=CC(=C(CC3=NC4=C(N3[C@@H]3COCC3(C)C)C=C(C=C4)C(=O)O)C=C2C)F)F)C=C1)F